FC=1C(=C(C(=CC1F)OC)NS(=O)(=O)C1(CC1)C[C@H](CO)O)NC1=C(C=C(C=C1)I)F N-[3,4-Difluoro-2-[(2-fluoro-4-iodophenyl)amino]-6-methoxyphenyl]-1-[(2R)-2,3-dihydroxypropyl]-cyclopropanesulfonamide